BrCCCCCCC1CCC(CC1)C1=CC=C(C=C1)C1=CC=CC=C1 4-[4-(bromohexyl)cyclohexyl]biphenyl